C(C)(C)(C)OC(=O)N1C(=NC2=NC(=CC=C21)Br)COC.C2(CC2)C2=CC(=C(C(=O)NC1=CC(=C(C=C1)F)O)C=C2C(F)(F)F)OC2=C(C=C(C=C2)F)C 4-cyclopropyl-2-(4-fluoro-2-methylphenoxy)-N-(4-fluoro-3-hydroxyphenyl)-5-(trifluoromethyl)benzamide tert-butyl-5-bromo-2-(methoxymethyl)-1H-imidazo[4,5-b]pyridine-1-carboxylate